O=S1(CC(CC1)CO)=O (1,1-dioxothiolan-3-yl)methanol